2,6-diisopropyl-thiophenol C(C)(C)C1=C(C(=CC=C1)C(C)C)S